5-isopropyl-6-methyl-pyrazine C(C)(C)C=1N=CC=NC1C